C(C)(=O)N1CC(CCC1)NC(=O)C1=C(N=NC(=C1)C(F)(F)F)OC1=C(C=C(C=C1)F)C N-(1-acetylpiperidin-3-yl)-3-(4-fluoro-2-methylphenoxy)-6-(trifluoromethyl)pyridazine-4-carboxamide